(S)-N-(1,2-dihydroxyethoxy)-3-((2-fluoro-4-iodophenyl)amino)isonicotinamide O[C@H](CO)ONC(C1=C(C=NC=C1)NC1=C(C=C(C=C1)I)F)=O